C1(CCC1)O cyclobutan-1-ol